ethyl 2-(2-((2-(benzamidomethyl)-7-(3-(((tert-butoxycarbonyl)amino)methyl)phenyl)benzofuran-5-yl)methoxy)phenyl)acetate C(C1=CC=CC=C1)(=O)NCC=1OC2=C(C1)C=C(C=C2C2=CC(=CC=C2)CNC(=O)OC(C)(C)C)COC2=C(C=CC=C2)CC(=O)OCC